tert-butyl 4-(2-(6-amino-3-methyl-1H-indazol-1-yl)ethyl)piperidine-1-carboxylate NC1=CC=C2C(=NN(C2=C1)CCC1CCN(CC1)C(=O)OC(C)(C)C)C